C(C)(C)(C)OC([C@@H](NC(=O)OC(C)(C)C)CCSCC=C(F)F)=O S-3,3-difluoroallyl-(t-butoxycarbonyl)-L-homocysteine tert-butyl ester